CSC1=NC=NC2=CC=C(C=C12)B1OC(C(O1)(C)C)(C)C 4-methylsulfanyl-6-(4,4,5,5-tetramethyl-1,3,2-dioxaborolan-2-yl)quinazoline